N[C@@H]1C2=CC=CC=C2CC12CCN(CC2)C2=NC=1C(=NC=C(N1)SC1=CC=CC3=C1OCC(N3)=O)N2 (S)-8-((2-(1-amino-1,3-dihydrospiro[indene-2,4'-piperidin]-1'-yl)-1H-imidazo[4,5-b]pyrazin-5-yl)thio)-2H-benzo[b][1,4]oxazin-3(4H)-one